4-methyl-2,6-dichloro-1-bromobenzene CC1=CC(=C(C(=C1)Cl)Br)Cl